C(C)(C)(C)OC(N(C(=O)OC(C)(C)C)C1=CN=NC(=C1C)Br)=O (6-bromo-5-methylpyridazin-4-yl)(tert-butoxycarbonyl)carbamic acid tert-butyl ester